N12CCC(CC1)(C2)N2C(=NC=1C(C2=O)=CNC(C1Br)=O)C (1-azabicyclo[2.2.1]heptan-4-yl)-8-bromo-2-methylpyrido[4,3-d]pyrimidine-4,7(3H,6H)-dione